(Z)-4-decen-1-ol C(CC\C=C/CCCCC)O